N,N'-dicyclohexyl-1,2,4,5-tetrazine-3,6-diamine C1CCC(CC1)NC2=NN=C(N=N2)NC3CCCCC3